CC1COC(C2=CC=CC=C12)C(=O)N 4-methyl-isochroman-carboxamide